COCCN1C=NC2=C1C=CC(=C2)OC(F)(F)F 1-(2-methoxyethyl)-5-(trifluoromethoxy)-1H-1,3-benzodiazol